2-methoxyethyl 2'-(quinolin-3-yl)-5',6'-dihydrospiro[azetidine-3,4'-pyrrolo[1,2-b]pyrazole]-1-carboxylate N1=CC(=CC2=CC=CC=C12)C=1C=C2N(N1)CCC21CN(C1)C(=O)OCCOC